C(C)(C)(C)OC(NCC1=CC=C(C=C1)NC(C1=CC=C(C=C1)C(NC1=C(C=C(C=C1)Br)OC)=O)=O)=O {4-[4-(4-bromo-2-methoxy-phenylcarbamoyl)-benzoylamino]-benzyl}-carbamic acid tert-butyl ester